1-(4-((2,2,2-trifluoroacetoxy)methyl)cyclohexyl)-1H-pyrazole-4-carboxylic acid FC(C(=O)OCC1CCC(CC1)N1N=CC(=C1)C(=O)O)(F)F